2-(2-(2-chlorophenyl)-5-(8-methoxy-1,2,3,4-tetrahydronaphthalen-2-yl)-4,5,6,7-tetrahydro-3H-imidazo[4,5-c]pyridin-3-yl)ethan-1-ol ClC1=C(C=CC=C1)C1=NC2=C(CN(CC2)C2CC3=C(C=CC=C3CC2)OC)N1CCO